FC1=CC=C(C=C1)N1C(=C(C2=CC(=CC=C12)O)C#N)C(C)C 1-(4-fluorophenyl)-5-hydroxy-2-isopropyl-indole-3-carbonitrile